5-((12-(4-(4-(3-(cyclohexylamino)-6-(3,5-dimethylisoxazol-4-yl)imidazo[1,2-a]pyridin-2-yl)phenyl)piperazin-1-yl)-12-oxododecyl)amino)-2-(2,6-dioxopiperidin-3-yl)isoindoline-1,3-dione C1(CCCCC1)NC1=C(N=C2N1C=C(C=C2)C=2C(=NOC2C)C)C2=CC=C(C=C2)N2CCN(CC2)C(CCCCCCCCCCCNC=2C=C1C(N(C(C1=CC2)=O)C2C(NC(CC2)=O)=O)=O)=O